2-Amino-9-((2R,3S,4S,5R)-4-fluoro-3-hydroxy-5-(hydroxymethyl)tetrahydrofuran-2-yl)-7-(2-oxo-2-(pyrrolidin-1-yl)ethyl)-7,9-dihydro-1H-purin-6,8-dion NC=1NC(C=2N(C(N(C2N1)[C@@H]1O[C@@H]([C@H]([C@H]1O)F)CO)=O)CC(N1CCCC1)=O)=O